(R)-4-Chloro-N-(4-(morpholin-2-yl)-benzyl)-benzamid ClC1=CC=C(C(=O)NCC2=CC=C(C=C2)[C@@H]2CNCCO2)C=C1